COC=1C=C(C=O)C=CC1OCCCCCCCC 3-Methoxy-4-octyloxybenzaldehyd